4-Fluoro-1-isopropyl-N'-((1',5',6',7'-tetrahydro-2'H-spiro[cyclopropane-1,3'-dicyclopenta[b,e]pyridin]-8'-yl)carbamoyl)-1H-pyrazole-3-sulfonimidamide FC=1C(=NN(C1)C(C)C)S(=O)(N)=NC(NC1=C2C(=NC3=C1CCC3)C3(CC2)CC3)=O